N1=CC=C(C=C1)C1=CC(=NN1)C(=O)N1CCC(CC1)C(=O)NC1CCC(CC1)C.[S].[Na] Sodium sulfur 1-[5-(pyridin-4-yl)-1H-pyrazole-3-carbonyl]-N-[(1r,4r)-4-methylcyclohexyl]piperidine-4-carboxamide